3-[(2-Fluorophenyl)sulfanyl]pyridazine-4-carbonitrile FC1=C(C=CC=C1)SC=1N=NC=CC1C#N